ClC1=CC(=C(C=C1)S(=O)(=O)N[C@H](C(=O)O)[C@H](C)C1=C(C(=CC=C1F)C)C)NCCCOC (2S,3R)-2-{4-chloro-2-[(3-methoxypropyl)amino]benzenesulfonamido}-3-(6-fluoro-2,3-dimethylphenyl)butanoic acid